NC1CCN(CC1)CP(OCCC)(OCCC)=O dipropyl ((4-aminopiperidin-1-yl)methyl)phosphonate